N1CC(CC1)OC=1C2=C(N=CN1)N(C=C2)COCC[Si](C)(C)C 4-(pyrrolidin-3-yloxy)-7-((2-(trimethylsilyl)ethoxy)methyl)-7H-pyrrolo[2,3-d]pyrimidine